Tetrabutyl-ammonium bis-trifluoromethanesulfonimidate FC(S(=O)([O-])=N)(F)F.FC(S(=O)([O-])=N)(F)F.C(CCC)[N+](CCCC)(CCCC)CCCC.C(CCC)[N+](CCCC)(CCCC)CCCC